ClC=1C=C(C=CC1F)NC1=NC=CC2=CC(=C(C=C12)NC(C=CN1CCCCC1)=O)OC N-(1-((3-chloro-4-fluorophenyl)amino)-6-methoxyisoquinolin-7-yl)-3-(piperidin-1-yl)propenamide